1-(1,1,1,3,3,3-hexafluoro-2-(trifluoromethyl)propan-2-yloxy)-2,3,3,4,4,5,5-heptafluorocyclopentene FC(C(C(F)(F)F)(OC1=C(C(C(C1(F)F)(F)F)(F)F)F)C(F)(F)F)(F)F